[Na+].C(C1=CC=C(C(=O)[O-])C=C1)(=O)OCCCC monobutyl terephthalate sodium